[Si](C)(C)(C(C)(C)C)OCC1=CC(=C(C(=O)O)C(=C1)OC)OC 4-(((tert-butyldimethylsilyl)oxy)methyl)-2,6-dimethoxybenzoic acid